ClC=1C(=CC(=NC1)NC(C(C)C=1C=NC=CC1)=O)C1=C2N(N=C1)CC(C2)(C)C N-(5-chloro-4-(5,5-dimethyl-5,6-dihydro-4H-pyrrolo[1,2-b]pyrazol-3-yl)pyridin-2-yl)-2-(pyridin-3-yl)propionamide